2-(3-carboxybutan-2-yl)nicotinic acid C(=O)(O)C(C(C)C1=C(C(=O)O)C=CC=N1)C